[C@@H]1([C@H](O)[C@H](O)[C@H](O1)CO)C1=NNC(=C1O)C(=O)N 3-[beta-D-ribofuranosyl]-4-hydroxypyrazole-5-carboxamide